FC=1C=C(C=C(C1)F)[C@@H]1N(OCC1)C(=O)[C@@H]1[C@@H](CN(CC1)C1=CC(=NC=N1)C(=O)NC)F 6-((3S,4R)-4-((R)-3-(3,5-difluorophenyl)isoxazolidine-2-carbonyl)-3-fluoropiperidin-1-yl)-N-methyl-pyrimidine-4-carboxamide